ClCCN(C1=CC=CC=C1)CCCl p-[bis(2-chloroethyl)amino]benzene